N-((3,3-difluorocyclobutyl)methyl)-5-(2-(3,3,3-trifluoropropyl)-7H-pyrrolo[2,3-d]pyrimidin-5-yl)pyrazolo[1,5-a]pyridine-3-carboxamide FC1(CC(C1)CNC(=O)C=1C=NN2C1C=C(C=C2)C2=CNC=1N=C(N=CC12)CCC(F)(F)F)F